COCCN(CCC[C@H](C(C)C)N)C (R)-N1-(2-methoxyethyl)-N1,5-dimethylhexane-1,4-diamine